Benzyl (S)-4-((tert-butoxycarbonyl)amino)-5-oxo-6-(2,3,5,6-tetrafluorophenoxy)hexanoate C(C)(C)(C)OC(=O)N[C@@H](CCC(=O)OCC1=CC=CC=C1)C(COC1=C(C(=CC(=C1F)F)F)F)=O